5-(Azetidin-1-yl)-3-[(2-chlorophenyl)methyl]-7-(3,3-difluoropyrrolidin-1-yl)triazolo[4,5-d]pyrimidine N1(CCC1)C=1N=C(C2=C(N1)N(N=N2)CC2=C(C=CC=C2)Cl)N2CC(CC2)(F)F